N-tolylmethanimine oxide C1(=C(C=CC=C1)[N+](=C)[O-])C